2-(5-amino-3-chloro-2-methylphenyl)acetonitrile NC=1C=C(C(=C(C1)CC#N)C)Cl